The molecule is a cinnamate ester obtained by formal condensation of the carboxy group of 4-coumaric acid with the 4-hydroxy group of (-)-quinic acid. It has a role as a metabolite. It is a cinnamate ester and a cyclitol carboxylic acid. It derives from a (-)-quinic acid and a 4-coumaric acid. C1[C@H](C([C@@H](CC1(C(=O)O)O)O)OC(=O)/C=C/C2=CC=C(C=C2)O)O